COC=1C=C(CCC2(NC(=NC(=N2)NCCN2CCN(CC2)C)NCC=2C=NC=CC2)N)C=CC1OC 2-(3,4-dimethoxyphenethyl)-N4-(2-(4-methylpiperazin-1-yl)ethyl)-N6-(pyridin-3-ylmethyl)-1,3,5-triazine-2,4,6-triamine